FC(C=1C(=C(C=CC1)[C@@H](C)NC=1C=2C(N=C(N1)C)=C1C(N(C2)C2COCC2)=NC=C1)F)F N-((R)-1-(3-(difluoromethyl)-2-fluorophenyl)ethyl)-2-methyl-6-(tetrahydrofuran-3-yl)-6H-pyrrolo[3',2':5,6]pyrido[4,3-d]pyrimidin-4-amine